BrC1=C(C=CC=C1)/C=C/CC(=O)O (3E)-4-(2-bromophenyl)but-3-enoic acid